4-(3-(4-(3-(2,4-dioxotetrahydropyrimidin-1(2H)-yl)-1-methyl-1H-indazol-6-yl)piperidin-1-yl)propyl)piperidine-1-carboxylic acid tert-butyl ester C(C)(C)(C)OC(=O)N1CCC(CC1)CCCN1CCC(CC1)C1=CC=C2C(=NN(C2=C1)C)N1C(NC(CC1)=O)=O